COC=1C=C2C(=NC=3N(C2=CC1)CCN3)N[C@H](C)C3=C(C(=CC=C3)C(F)(F)F)C (R)-7-methoxy-N-(1-(2-methyl-3-(trifluoromethyl)phenyl)ethyl)-1,2-dihydroimidazo[1,2-a]quinazolin-5-amine